C(C)(C)(C)OC(NC1=C(SC=C1CF)Cl)=O (2-chloro-4-(fluoromethyl)thiophen-3-yl)-carbamic acid tert-butyl ester